5-(N-tert-Butoxycarbonyl-1,2,5,6-tetrahydropyridin-4-yl)-3-benzyloxy-pyridine C(C)(C)(C)OC(=O)N1CC=C(CC1)C=1C=C(C=NC1)OCC1=CC=CC=C1